3,5-dimethyl-1-phenyl-N-(quinolin-2-yl)-1H-pyrazole-4-carboxamide CC1=NN(C(=C1C(=O)NC1=NC2=CC=CC=C2C=C1)C)C1=CC=CC=C1